IC(CCC1=CC2=CC=CC=C2C=C1)C 2-(3-iodobutyl)naphthalene